Aluminum gluconate O=C([C@H](O)[C@@H](O)[C@H](O)[C@H](O)CO)[O-].[Al+3].O=C([C@H](O)[C@@H](O)[C@H](O)[C@H](O)CO)[O-].O=C([C@H](O)[C@@H](O)[C@H](O)[C@H](O)CO)[O-]